BrCCCCC(=O)OCC ethyl 5-bromovalerate